2-cyclopropyl-1-methyl-6-oxo-1,6-dihydropyrimidine-5-carboxylic acid C1(CC1)C=1N(C(C(=CN1)C(=O)O)=O)C